C1(=CC=CC=C1)CC(C)[N+]1=NOC(=C1)[N-]C(NC=1C=C2C=CC=NC2=CC1)=O (3-(1-phenylpropan-2-yl)-1,2,3-oxadiazol-3-ium-5-yl)(quinolin-6-ylcarbamoyl)amide